2-(4-ethylsulfonyl-3-methyl-phenyl)-4,4,5,5-tetramethyl-1,3,2-dioxaborolane C(C)S(=O)(=O)C1=C(C=C(C=C1)B1OC(C(O1)(C)C)(C)C)C